C(#N)C1=CC=C(CNC(=O)C=2C(N(C3=C(C=CN=C3C2)OCC2(CC2)S(=O)(=O)C2(CC2)CO)C)=O)C=C1 N-(4-cyanobenzyl)-8-((1-((1-(hydroxymethyl)cyclopropyl)sulfonyl)cyclopropyl)methoxy)-1-methyl-2-oxo-1,2-dihydro-1,5-naphthyridine-3-carboxamide